Trans-tert-butyl(3-((6-(4-hydroxyphenyl)imidazo[1,5-a]pyridin-8-yl)oxy)cyclobutyl)carbamate C(C)(C)(C)OC(N[C@@H]1C[C@H](C1)OC=1C=2N(C=C(C1)C1=CC=C(C=C1)O)C=NC2)=O